O=C1N(C(=NC2=CC=CC(=C12)CCCCCCCCN[C@@H]1[C@@]2(CC[C@H](C1)C2(C)C)C)C(F)(F)F)C2C(NC(CC2)=O)=O 3-(4-oxo-2-(trifluoromethyl)-5-(8-(((1R,2S,4R)-1,7,7-trimethylbicyclo[2.2.1]heptan-2-yl)amino)octyl)quinazolin-3(4H)-yl)piperidine-2,6-dione